FC1=C2CC(CC2=CC=C1B1OC(C(O1)(C)C)(C)C)C(=O)OCC ethyl 4-fluoro-5-(4,4,5,5-tetramethyl-1,3,2-dioxaborolan-2-yl)indane-2-carboxylate